BrC1=CC(=C(C=C1)I)CCl 4-bromo-2-(chloromethyl)-1-iodobenzene